C(C)(C)(C)OC(=O)N1CC2CSCC(C1)N2 tert-butyl-3-thia-7,9-diazabicyclo[3.3.1]nonane-7-carboxylate